ClC=1C(=NC=CC1B(O)O)O 3-CHLORO-2-HYDROXYPYRIDINE-4-BORONIC ACID